C(CCCCCCCCCCCCC)(=O)SC(CCCCCCCCCCCCC)=O myristoyl sulfide